[Li+].ClC1=C(N=NC(=C1)Cl)C(=O)[O-] 4,6-dichloropyridazine-3-carboxylate lithium salt